N1C=CC=2C1=NC=C(C2)C=2C=C(CCNC(=O)NC1=CC(=CC=C1)OC)C=CC2 1-(3-(1H-pyrrolo[2,3-b]pyridin-5-yl)phenethyl)-3-(3-methoxyphenyl)urea